C/C(=C/C#N)/CCC1=CC=CC=C1 (Z)-3-methyl-5-phenyl-2-pentenenitrile